C1OCC=2C(=NC=CC21)C(=O)N 3H-furo[3,4-c]Pyridine-4-carboxamide